tert-butyl (S)-3-chloro-4-fluoro-8-oxo-7,8,8a,9,11,12-hexahydro-10H-pyrazino[1',2':4,5]pyrazino[2,3-c][1,6]naphthyridine-10-carboxylate ClC1=NC=C2C3=C(C=NC2=C1F)NC([C@H]1N3CCN(C1)C(=O)OC(C)(C)C)=O